[B].COCCOCCOCCOC triglyme boron